5-(3-methoxy-4-(piperazine-1-carbonyl)phenyl)-1,3-dimethylpyridin-2(1H)-one COC=1C=C(C=CC1C(=O)N1CCNCC1)C=1C=C(C(N(C1)C)=O)C